mono-hexadecyl-benzoate C(CCCCCCCCCCCCCCC)OC(C1=CC=CC=C1)=O